C(C)[C@H]1[C@H](NC(C1)=O)COC=1C2=C(SC1)C=C(C(=C2)OC)C(=O)N 3-(((2s,3r)-3-ethyl-5-oxopyrrolidin-2-yl)methoxy)-5-methoxybenzo[b]thiophene-6-carboxamide